C1=CC=C2C(=C1)C(=CC(=C2N)N=NC3=CC=C(C=C3)C4=CC=C(C=C4)N=NC5=C(C6=CC=CC=C6C(=C5)S(=O)(=O)[O-])O)S(=O)(=O)[O-] The molecule is an organosulfonate oxoanion obtained by deprotonation of the sulfo groups of Congo corinth (acid form). It is a conjugate base of a Congo corinth (acid form).